C(C)(=O)N1CCC(CC1)C=1C=C(C=CC1)[C@@H]1N(CCCC1)C(C(=O)NC=1C=NC(=C(C1)C)N)=O |o1:15| Rel-(R)-2-(2-(3-(1-acetylpiperidin-4-yl)phenyl)piperidin-1-yl)-N-(6-amino-5-methylpyridin-3-yl)-2-oxoacetamide